(6-t-butoxyhexyl)dichloromethylsilane C(C)(C)(C)OCCCCCC[SiH2]C(Cl)Cl